6-cyclopropyl-1,4-dihydropyridine-3,5-dicarboxylic acid dimethyl ester COC(=O)C1=CNC(=C(C1)C(=O)OC)C1CC1